methyl (R)-2-((tert-butoxycarbonyl)amino)-3-(4-(4,4,5,5-tetramethyl-1,3,2-dioxaborolan-2-yl)phenyl)propanoate C(C)(C)(C)OC(=O)N[C@@H](C(=O)OC)CC1=CC=C(C=C1)B1OC(C(O1)(C)C)(C)C